monosodium guanosine monophosphate P(=O)([O-])(O)OC[C@@H]1[C@H]([C@H]([C@@H](O1)N1C=NC=2C(=O)NC(N)=NC12)O)O.[Na+]